BrC=1C(=C(C(=C(C1)C(O)CO)Br)Br)Br tetrabromo(hydroxymethyl)phenyl-methanol